Methyl (Z)-1-(4-amino-2-fluorobut-2-en-1-yl)-4-(3-(N-cyclopropylsulfamoyl)phenyl)-2-methyl-1H-benzo[d]imidazole-6-carboxylate hydrochloride Cl.NC\C=C(\CN1C(=NC2=C1C=C(C=C2C2=CC(=CC=C2)S(NC2CC2)(=O)=O)C(=O)OC)C)/F